3-methoxy-5-(phenyldiazenyl)pyridine-2,6-diamine COC=1C(=NC(=C(C1)N=NC1=CC=CC=C1)N)N